N1=CC(=C2N1C=CC=N2)C2=CC1=C(C=N2)C(=NN1)C(=O)N 6-(pyrazolo[1,5-a]pyrimidin-3-yl)-1H-pyrazolo[4,3-c]pyridine-3-carboxamide